Osmium oxid [Os]=O